BrC1=C(N=CC=2N=C(NC(C21)=O)C)Cl 5-bromo-6-chloro-2-methylpyrido[3,4-d]pyrimidin-4(3H)-one